NC=1N=CC(=NC1OCC1=C(C(=CC=C1F)F)Cl)C=1C=C(C(=O)NCCN2CCCC2)C=CC1 3-[5-amino-6-(2-chloro-3,6-difluoro-benzyloxy)-pyrazin-2-yl]-N-(2-pyrrolidin-1-yl-ethyl)-benzamide